N=S(=O)(C1(CC1)C1=NC(=NC(=C1)N1[C@@H](COCC1)C)C1=C2C(=NC=C1)NC=C2)C imino-methyl-[1-[6-[(3R)-3-methylmorpholin-4-yl]-2-(1H-pyrrolo[2,3-b]pyridin-4-yl)pyrimidin-4-yl]cyclopropyl]-oxo-λ6-sulfane